C(C=C)(=O)N1CCC(CCC1)C1(CC=2C(=NC=NC2C=C1OC)NC1=CC(=C(C=C1)F)Cl)N 6-(1-propenoylazepan-4-yl)-N4-(3-chloro-4-fluorophenyl)-7-methoxyquinazoline-4,6-diamine